C=CCCCCCCCCCCCCCCCC n-octadec-1-en